benzylamine, hydrobromide Br.C(C1=CC=CC=C1)N